N-(1-hydroxy-2-methyl-2-propyl)urea OCC(C)(C)NC(=O)N